9-bromo-6-(difluoromethyl)-N-(1-(methylsulfonyl)piperidin-4-yl)imidazo[1',2':1,6]pyrido[2,3-d]pyrimidin-2-amine BrC1=CN=C2C(=CC3=C(N=C(N=C3)NC3CCN(CC3)S(=O)(=O)C)N21)C(F)F